(R)-6-(cyclopropanecarboxamido)-N-(methyl-d3)-4-((2,4,5-trimethyl-4,5-dihydro-2H-pyrazolo[4,3-c][1,7]naphthyridin-6-yl)amino)pyridazine-3-carboxamide C1(CC1)C(=O)NC1=CC(=C(N=N1)C(=O)NC([2H])([2H])[2H])NC1=NC=CC=2C=3C([C@H](N(C12)C)C)=CN(N3)C